1-methyl-3-(2-thienyl)-1,2-dihydroquinoxaline-2-thione CN1C(C(=NC2=CC=CC=C12)C=1SC=CC1)=S